N[C@H](C(=O)NCCCCCCCCCCC(=O)O)CCC(=O)O (S)-11-(2-amino-4-carboxybutanamido)undecanoic acid